FC1=C2C(=NN(C2=CC=C1)COCC[Si](C)(C)C)C=C 4-fluoro-1-((2-(trimethylsilyl)ethoxy)methyl)-3-vinyl-1H-indazole